1-(4-((4-((3-fluoro-4-((1-(5-fluoro-6-methylpyridin-3-yl)-1H-pyrazol-3-yl)oxy)phenyl)amino)-7-methoxyquinazolin-6-yl)amino)piperidin-1-yl)prop-2-en-1-one FC=1C=C(C=CC1OC1=NN(C=C1)C=1C=NC(=C(C1)F)C)NC1=NC=NC2=CC(=C(C=C12)NC1CCN(CC1)C(C=C)=O)OC